CN(C)CC1=CC(=CC(=C1)CN(C)C)CN(C)C 2,4,6-tris(dimethylaminomethyl)benzene